NC=1C(=NC=CC1)C(=O)N(C)C 3-amino-N,N-dimethylpyridine-2-carboxamide